N1CCC(CC1)OC1CCNCC1 4-(piperidin-4-yloxy)piperidin